CC=1C=C(C=CC1F)NC(N([C@H](C)C1=CNC(C2=CC=CC=C12)=O)CC(F)F)=O (R)-3-(3-methyl-4-fluorophenyl)-1-(2,2-difluoroethyl)-1-(1-(1-oxo-1,2-dihydroisoquinolin-4-yl)ethyl)urea